[N+](=O)([O-])C1=CC=CC=2OC3=C(C21)C=CC=C3 1-nitrodibenzofuran